N-allyl-N-(2-benzoylphenyl)-2-(4-nitrophenoxy)acetamide C(C=C)N(C(COC1=CC=C(C=C1)[N+](=O)[O-])=O)C1=C(C=CC=C1)C(C1=CC=CC=C1)=O